[Cl-].C(CCCCCCCCCCCCCCCCC)(=O)[N+](C)(C)C octadecanoyl-trimethylammonium chloride